C(CCCCCC)C=1NC2=CC=CC=C2C(C1)=O 2-heptyl-4(1H)-quinolinone